BrC=1C=CC(=C(C1)CN(C)C)OCC(F)F 1-(5-bromo-2-(2,2-difluoroethoxy)phenyl)-N,N-dimethylmethanamine